ClC1=CC=C(CC2COCC2)C=C1 3-(4-chlorobenzyl)tetrahydrofuran